CN(C1=CC=C(C=C1)N1N=NC=2N(C1=O)C=NC2C(=O)N)C 3-(4-(dimethylamino)phenyl)-4-oxo-3,4-dihydroimidazo[5,1-d][1,2,3,5]tetrazine-8-carboxamide